tert-butyl (E)-(4-((4-carbamoyl-5-fluoro-2-methoxy-6-aminophenyl)amino)but-2-en-1-yl)carbamate C(N)(=O)C1=CC(=C(C(=C1F)N)NC/C=C/CNC(OC(C)(C)C)=O)OC